ClC1=NC=C(C=N1)CC1=NC=C(C=C1)C 2-chloro-5-((5-methylpyridin-2-yl)methyl)pyrimidine